N,N-Diethyl-1,4-Phenylendiamin C(C)N(C1=CC=C(C=C1)N)CC